1,3-dimethyl-1,3-bis[(trimethylsilyl)methyl]-1,3-disiloxanediol C[Si](O[Si](O)(C[Si](C)(C)C)C)(O)C[Si](C)(C)C